3-(6,7-dihydro-5H-pyrrolo[1,2-a]imidazol-2-yl)-4-fluoro-N-(4-methoxybenzyl)-N-methylbenzenesulfonamide N1=C2N(C=C1C=1C=C(C=CC1F)S(=O)(=O)N(C)CC1=CC=C(C=C1)OC)CCC2